quinazolin-4(3H)-one-7-d N1=CNC(C2=CC=C(C=C12)[2H])=O